2-methoxy-3-(methoxycarbonyl)quinoline-8-carboxylic acid COC1=NC2=C(C=CC=C2C=C1C(=O)OC)C(=O)O